3-aminopyrazine-2-carbaldehyde NC=1C(=NC=CN1)C=O